ClC1=C(C=CC=C1)[C@H]1CC[C@H](N1C(C1=CC=C(C=C1)C=1C(=NC=CC1)OC)=O)C(=O)O (2S,5R)-5-(2-chlorophenyl)-1-(4-(2-methoxypyridin-3-yl)benzoyl)pyrrolidine-2-carboxylic acid